C[C@]1(CC(CCC1)=O)CN1C=NC2=C1C=C(C=C2)C#N 1-{[(1S)-1-methyl-3-oxocyclohexyl]methyl}-1H-benzimidazole-6-carbonitrile